4-(Cyclopentylmethoxy)-7-isopropyl-11-oxo-2,6,7,11-tetrahydro-1H-furo[2,3-H]pyrido[2,1-a]isoquinoline-10-carboxylic acid C1(CCCC1)COC1=CC=2CC(N3C(C2C2=C1OCC2)=CC(C(=C3)C(=O)O)=O)C(C)C